Cl.C(C)OC1=C(CNC=2C=3N(N=C(C2)SC2CCNCC2)C(=CN3)C(C)C)C=CC=C1 N-(2-ethoxybenzyl)-3-isopropyl-6-(piperidin-4-ylthio)imidazo[1,2-b]pyridazin-8-amine hydrochloride